3-(4-amino-3-fluorophenyl)-1-cyclopropyl-1H-pyrazolo[3,4-d]pyrimidin-4-amine NC1=C(C=C(C=C1)C1=NN(C2=NC=NC(=C21)N)C2CC2)F